ClC=1C(=C(C(=CC1)N1N=NN=C1)CO)C (3-chloro-2-methyl-6-(1H-tetrazol-1-yl)phenyl)methanol